[N+](=O)([O-])C1=CC=NC2=C3N=CC=CC3=CC=C12 4-nitro-1,10-phenanthroline